N,N-dipropylbutanediamine C(CC)N(C(CCC)N)CCC